O-DECYL HYDROGEN THIOCARBONATE C(OCCCCCCCCCC)(O)=S